(S)-(3-(3-(3-fluoropyridin-2-yloxy)pyrrolidin-1-yl)-6-(2-methoxyphenyl)pyridin-2-yl)methanol FC=1C(=NC=CC1)O[C@@H]1CN(CC1)C=1C(=NC(=CC1)C1=C(C=CC=C1)OC)CO